6-chloro-N-[(1S)-1-[2-(6-chloropyridazin-3-yl)-1,2,4-triazol-3-yl]ethyl]-8-(trifluoromethyl)quinazolin-4-amine ClC=1C=C2C(=NC=NC2=C(C1)C(F)(F)F)N[C@@H](C)C=1N(N=CN1)C=1N=NC(=CC1)Cl